COC=1C=C(C=CC1)N1C(=C2C(N(N=C(C2=C1C)C)C1=NC=CC=C1)=O)C 6-(3-Methoxyphenyl)-4,5,7-trimethyl-2-(pyridin-2-yl)-2,6-dihydro-1H-pyrrolo[3,4-d]pyridazin-1-one